3-(8-methoxyoctoxy)propyl-methyl-bis(trimethylsilyloxy)silane (1-methyl-1H-tetrazol-5-yl)methoxy-6-(trifluoromethyl)nicotinate CN1N=NN=C1COC1=C(C(=O)O)C=CC(=N1)C(F)(F)F.COCCCCCCCCOCCC[Si](O[Si](C)(C)C)(O[Si](C)(C)C)C